4-(6-((6-acetyl-8-cyclopentyl-5-methyl-7-oxo-7,8-dihydropyrido[2,3-d]-pyrimidin-2-yl)amino)pyridin-3-yl)-N-methylpiperazine-1-sulfonamide C(C)(=O)C1=C(C2=C(N=C(N=C2)NC2=CC=C(C=N2)N2CCN(CC2)S(=O)(=O)NC)N(C1=O)C1CCCC1)C